2,6-bis(3-(9H-9-carbazolyl)phenyl)pyridine C1=CC=CC=2C3=CC=CC=C3N(C12)C=1C=C(C=CC1)C1=NC(=CC=C1)C1=CC(=CC=C1)N1C2=CC=CC=C2C=2C=CC=CC12